3-[3-[1-[14-[(4,6-difluoro-1H-indol-5-yl)oxy]-8-hydroxy-10-oxa-3,5,6-triazatricyclo[9.4.0.02,6]pentadeca-1(15),2,4,11,13-pentaen-4-yl]ethyl]-2-fluoro-phenyl]propanoic acid FC1=C2C=CNC2=CC(=C1OC1=CC=C2OCC(CN3N=C(N=C3C2=C1)C(C)C=1C(=C(C=CC1)CCC(=O)O)F)O)F